hexahydro-1-methyl-4H-azepin-4-one CN1CCC(CCC1)=O